5-chloro-2-phenylthieno[2,3-c]pyridine ClC=1C=C2C(=CN1)SC(=C2)C2=CC=CC=C2